N1=C(N=CC=C1)OC=1C=C(C=CC1)C(=O)O 3-(2-pyrimidyloxy)benzenecarboxylic acid